ethyl 3-(3-nitropyridin-4-yl)-1H-pyrrolo[2,3-c]pyridine-2-carboxylate [N+](=O)([O-])C=1C=NC=CC1C1=C(NC2=CN=CC=C21)C(=O)OCC